3-((5-(5-(difluoromethyl)-1,3,4-oxadiazol-2-yl)pyridin-2-yl)methyl)-1-(3-fluorophenyl)-8-methyl-1,3,8-triazaspiro[4.5]decan-2,4-dione FC(C1=NN=C(O1)C=1C=CC(=NC1)CN1C(N(C2(C1=O)CCN(CC2)C)C2=CC(=CC=C2)F)=O)F